O=C1N(C(C=N1)=O)CC(=O)O (2,5-dioxoimidazol-1-yl)acetic acid